3-(8-cyanoquinolin-5-yl)-N-(1-(oxetan-3-yl)piperidin-4-yl)-5-(trifluoromethyl)-3-azabicyclo[3.1.0]hexane-1-carboxamide C(#N)C=1C=CC(=C2C=CC=NC12)N1CC2(CC2(C1)C(F)(F)F)C(=O)NC1CCN(CC1)C1COC1